5-fluoro-1-isopropyl-1H-[1,2,3]triazolo[4,5-H]quinazolin-8-yl triflate O(S(=O)(=O)C(F)(F)F)C1=NC=2C3=C(C=C(C2C=N1)F)N=NN3C(C)C